6-bromo-1-(2,2-difluoroethyl)-4-fluoro-1H-benzo[d]imidazole BrC=1C=C(C2=C(N(C=N2)CC(F)F)C1)F